CC1CC2N(C=3N=CC=CC13)CCNC2=O 5-methyl-6,6a,9,10-tetrahydro-5H-pyrazino[1,2-a][1,8]naphthyridin-7(8H)-one